FC(C1=CC(=NN1C)C(=O)O\N=C(/N)\C1(CC1)C1=C(C=CC=C1)C=C)F (Z)-N'-((5-(difluoromethyl)-1-methyl-1H-pyrazole-3-carbonyl)oxy)-1-(2-vinylphenyl)cyclopropane-1-carboximidamide